2-(4-chlorophenethyl)-6-(4-(difluoromethoxy)phenyl)pyridazin-3(2H)-one ClC1=CC=C(CCN2N=C(C=CC2=O)C2=CC=C(C=C2)OC(F)F)C=C1